N-methyl-N-(4-((S)-1-tritylazepan-2-carbonyl)-1,4-diazacycloheptane-1-carbonyl)-L-valine methyl ester COC([C@@H](N(C(=O)N1CCN(CCC1)C(=O)[C@H]1N(CCCCC1)C(C1=CC=CC=C1)(C1=CC=CC=C1)C1=CC=CC=C1)C)C(C)C)=O